(((diisopropylgermanediyl)bis(methylene))bis(oxy))bis(3,5-di-tert-butyl-3''-fluoro-5'-methyl-[1,1':3',1''-terphenyl]-2'-ol) C(C)(C)[Ge](COC1=C(C=C(C=C1C(C)(C)C)C(C)(C)C)C1=C(C(=CC(=C1)C)C1=CC(=CC=C1)F)O)(COC1=C(C=C(C=C1C(C)(C)C)C(C)(C)C)C1=C(C(=CC(=C1)C)C1=CC(=CC=C1)F)O)C(C)C